(E)-5-methoxy-1-(4-trifluoromethyl-phenyl)-1-pentanone O-(2-aminoethyl) oxime maleate C(\C=C/C(=O)O)(=O)O.NCCO\N=C(/CCCCOC)\C1=CC=C(C=C1)C(F)(F)F